(+/-)-N-{3,5-difluoro-4-[(3-[1,1,1-trifluoropropan-2-yl]-1-{[2-(trimethylsilyl)ethoxy]methyl}-1H-pyrrolo[2,3-b]pyridin-4-yl)oxy]phenyl}-N'-[(3-fluorooxetan-3-yl)methyl]urea FC=1C=C(C=C(C1OC1=C2C(=NC=C1)N(C=C2[C@H](C(F)(F)F)C)COCC[Si](C)(C)C)F)NC(=O)NCC2(COC2)F |r|